iron-tungsten oxide [W]=O.[Fe]